O=C1N(C2=CC=CC=C2CC1)C1CCN(CC1)CCC1=CC=C(C=C1)CCCCCC(=O)O 6-(4-(2-(4-(2-oxo-3,4-dihydroquinolin-1(2H)-yl)piperidin-1-yl)ethyl)phenyl)hexanoic acid